methyl (7-hydroxy-1-(2-methoxy-5-((3-methoxyazetidin-1-yl)methyl)benzyl)-1H-pyrazolo[4,3-d]pyrimidin-5-yl)carbamate OC=1C2=C(N=C(N1)NC(OC)=O)C=NN2CC2=C(C=CC(=C2)CN2CC(C2)OC)OC